OCC1N(CCN(C1)C1=NC=C(C=N1)OCC1=C(C=CC=C1C(F)(F)F)C)C(=O)N 2-(hydroxymethyl)-4-(5-{[2-methyl-6-(trifluoromethyl)phenyl]methoxy}pyrimidin-2-yl)piperazine-1-carboxamide